trans-N-(8-amino-7-fluoro-6-((R)-4-methyl-2-oxooxazolidin-3-yl)isoquinolin-3-yl)-2-cyanocyclopropane-1-carboxamide NC=1C(=C(C=C2C=C(N=CC12)NC(=O)[C@H]1[C@@H](C1)C#N)N1C(OC[C@H]1C)=O)F